BrC1=CC2=C(C(CO2)=O)C=C1 6-bromo-3(2H)-benzofuranone